O1C(COCC1)COC1=NC(N2C(C3=CC=C(C=C3CC2)OCC2=NC(=NO2)C)=C1)=O 2-([1,4]Dioxan-2-ylmethoxy)-9-(3-methyl-[1,2,4]oxadiazol-5-ylmethoxy)-6,7-dihydro-pyrimido[6,1-a]isoquinolin-4-one